methyl 2-(4-methoxyphenyl)-3-oxopentanoate COC1=CC=C(C=C1)C(C(=O)OC)C(CC)=O